2-Sulfoethylmethacrylat S(=O)(=O)(O)CCOC(C(=C)C)=O